ClC1=NC=C2C=C(N=C(C2=C1)NC(C)C)C=NO 7-chloro-1-(isopropylamino)-2,6-naphthyridine-3-carbaldehyde oxime